C12CN(CC(N1)C2)C=2OC1=C(N2)C=C(C=C1C=1SC=CN1)C(C)=O 1-(2-(3,6-diazabicyclo[3.1.1]heptan-3-yl)-7-(thiazol-2-yl)benzo[d]oxazol-5-yl)ethan-1-one